CC(CCCCC)N 2-heptylamine